tert-butyl 4-(5-(N-hydroxycarbamimidoyl)-2-nitrophenyl)piperazine-1-carboxylate ONC(=N)C=1C=CC(=C(C1)N1CCN(CC1)C(=O)OC(C)(C)C)[N+](=O)[O-]